3-(3-methoxy-4-hydroxyphenyl)acrylic acid COC=1C=C(C=CC1O)C=CC(=O)O